3-(3-phenoxypropyl)urea O(C1=CC=CC=C1)CCCNC(N)=O